ClC=1C=CC(=C(C1)C=1C(=CC=C(C1)C=1OC(=NN1)C)C(=O)O)OC 5'-chloro-2'-methoxy-5-(5-methyl-1,3,4-oxadiazol-2-yl)-[1,1'-biphenyl]-2-carboxylic acid